2-((methyl-d3)piperidin-4-yl)-5-((1S,5R)-5-(trifluoromethyl)-3-azabicyclo[3.1.0]hexan-1-yl)-1,3,4-oxadiazole C([2H])([2H])([2H])N1CCC(CC1)C=1OC(=NN1)[C@@]12CNC[C@]2(C1)C(F)(F)F